6H-pyrido[1,2-H][1,7]Naphthyridine-9-carboxylic acid N1=CC=CC2=CCN3C(=C12)C=CC(=C3)C(=O)O